1-methyl-9,10-bis(n-pentylcarbonyloxy)anthracene CC1=CC=CC2=C(C3=CC=CC=C3C(=C12)OC(=O)CCCCC)OC(=O)CCCCC